methyl-1H-imidazole-4,5-dicarbonitrile CN1C=NC(=C1C#N)C#N